CS(=O)(=O)OCC1=CC(=CC=C1)CNC1=C2C(N(C(C2=CC=C1)=O)C1C(NC(CC1)=O)=O)=O [3-({[2-(2,6-dioxopiperidin-3-yl)-1,3-dioxo-2,3-dihydro-1H-isoindol-4-yl]amino}methyl) phenyl]methyl methanesulfonate